dithionate S(=O)(=O)([O-])S(=O)(=O)[O-]